BrC=1C=C2SC=3C=CC(=CC3SC2=CC1)C=1C=CC=2N(C3=CC=CC=C3C2C1)C1=CC=CC=C1 3-(7-bromothianthren-2-yl)-9-phenyl-9H-carbazole